C(=C)OC(=O)NCCC(=O)O N-[(ethenyloxy)carbonyl]-β-alanine